N-((3-methyl-1-phenyl-1H-pyrazol-5-yl)oxy)methylbenzylbutanamide CC1=NN(C(=C1)OCNC(C(CC)CC1=CC=CC=C1)=O)C1=CC=CC=C1